CS(=O)(=O)C=1C=C(C=NC1)C(CC(=O)O)N1N=CC2=CC(=CC=C12)OCCC1=NC=2NCCCC2C=C1 3-(5-(methylsulfonyl)pyridin-3-yl)-3-(5-(2-(5,6,7,8-tetrahydro-1,8-naphthyridin-2-yl)ethoxy)-1H-indazol-1-yl)propionic acid